BrC1=CC=C(NCC=2C=NN(C2)C)C=C1 4-bromo-N-((1-methyl-1H-pyrazol-4-yl)methyl)aniline